((1S,6R,7R)-3-(3-(benzo[d]thiazol-6-yl)-1H-pyrazolo[3,4-b]pyrazin-6-yl)-7-(2-fluorophenyl)-3-azabicyclo[4.1.0]heptan-7-yl)methanamine S1C=NC2=C1C=C(C=C2)C2=NNC1=NC(=CN=C12)N1C[C@@H]2[C@]([C@@H]2CC1)(C1=C(C=CC=C1)F)CN